C1=CC=CC=2SC3=CC=CC=C3C(C12)=O Thioxanthen-9-on